2-((5,6-dichloro-1-(hydroxymethyl)-9-iodo-2,3-dihydro-1H-pyrrolo[1,2-a]indol-8-yl)oxy)acetonitrile ClC1=C(C=C(C=2C(=C3N(C12)CCC3CO)I)OCC#N)Cl